COC(N(C1CS(C1)(=O)=O)CCCCN1C(=NC=2C(=NC=3C=CC=CC3C21)N)CCOC)=O Methyl(4-(4-amino-2-(2-methoxyethyl)-1H-imidazo[4,5-c]chinolin-1-yl)butyl)(1,1-dioxido-thietan-3-yl)carbamat